N1(N=NC2=C1C=CC=C2)[C@H](C(=O)N2[C@@H](C[C@H](C2)O)C(=O)NC)C(C)C (2S,4R)-1-((S)-2-(1H-benzo[d][1,2,3]triazol-1-yl)-3-methylbutanoyl)-4-hydroxy-N-methylpyrrolidine-2-carboxamide